(5R,6S)-5-Hydroxy-6-((R)-5H-imidazo[5,1-a]isoindol-5-yl)-5,6,7,8-tetrahydronaphthalen-2-sulfonamid O[C@H]1C=2C=CC(=CC2CC[C@H]1[C@H]1N2C(C3=CC=CC=C13)=CN=C2)S(=O)(=O)N